C[C@H]1N([C@H](CNC1)C)CCOC=1C=CC=C2C(=NN(C12)C)N1CNCC=C1 1-(7-(2-((2R,6S)-2,6-dimethylpiperazin-1-yl)ethoxy)-1-methyl-1H-indazol-3-yl)dihydropyrimidine